BrC1=CC=2C(=N[S@](=NC2C=C1)(=O)C)N[C@@H](C)C1=NC=NN1C1=CC=C(C=N1)C#N 6-[5-[(1S)-1-[[(3S)-8-bromo-3-methyl-3-oxo-3λ6-thia-2,4-diazabicyclo[4.4.0]deca-1(6),2,4,7,9-pentaen-5-yl]amino]ethyl]-1,2,4-triazol-1-yl]pyridine-3-carbonitrile